N-((1r,3r)-3-((5-(cinnolin-6-yl)-4-methoxy-7H-pyrrolo[2,3-d]pyrimidin-2-yl)amino)-1-methylcyclobutyl)acetamide N1=NC=CC2=CC(=CC=C12)C1=CNC=2N=C(N=C(C21)OC)NC2CC(C2)(C)NC(C)=O